C(C)(C)(C)OC(=O)N[C@H]1CC(CCC1)=O (R)-3-tert-butyloxycarbonylaminocyclohexanone